CN1C(=CC2=CC(=CC=C12)C(F)(F)F)C(=O)N[C@@H]1CN[C@H](CC1)C=1OC(=NN1)OCCOC(F)(F)F 1-methyl-N-[(3s,6r)-6-{5-[2-(trifluoromethoxy)ethoxy]-1,3,4-oxadiazol-2-yl}piperidin-3-yl]-5-(trifluoromethyl)-1H-indole-2-carboxamide